CNC(CCC1=NC2=C(N1C1=CC3=C(NC(N3)=O)C=C1)C=CC=C2)=O N-methyl-3-[1-(2-oxo-1,3-dihydro-benzimidazol-5-yl)benzimidazol-2-yl]Propionamide